CSC1=NC2=CC=C(C=C2N=C1)C1=CC=C(NCC(F)(F)F)C=C1 4-(2-methylsulfanylquinoxalin-6-yl)-N-(2,2,2-trifluoroethyl)aniline